CC1=NC2=C(N1)C=C(C=C2C(=O)O)C2=CC=C(C=C2)C2=CC(=CC=C2)NC(=O)[C@H]2NCCC2 (S)-2-methyl-6-(3'-(pyrrolidine-2-carboxamido)-[1,1'-biphenyl]-4-yl)-1H-benzo[d]imidazole-4-carboxylic acid